COC1=CC2=C(C3=C1NC=N3)C=C(S2)C(CCC(=O)O)=O 4-(4-methoxy-3H-thieno[3',2':3,4]benzo[1,2-d]imidazol-7-yl)-4-oxobutanoic acid